1-[[2-(2,3-difluoropropoxy)pyridin-4-yl]methyl]-3-(4-fluoro-1-bicyclo[2.2.2]octan-yl)urea FC(COC1=NC=CC(=C1)CNC(=O)NC12CCC(CC1)(CC2)F)CF